(1R,2S,3R,5R)-3-(5-(4-benzylthiophen-2-yl)-7H-pyrrolo[2,3-d]pyrimidin-7-yl)-5-(((3-(phenethylamino)propyl)amino)methyl)cyclopentane-1,2-diol C(C1=CC=CC=C1)C=1C=C(SC1)C1=CN(C=2N=CN=CC21)[C@H]2[C@@H]([C@@H]([C@H](C2)CNCCCNCCC2=CC=CC=C2)O)O